OCCOC(C=C)=O acrylic hydroxyethyl ester